C1C2(CC3=CC(=CC=C13)C=1C(=NC=CC1)C1=CC=CC=C1)C1=CC=CC=C1C=1C=CC=CC12 (1',3'-dihydrospiro[fluorene-9,2'-indene]-5'-yl)-2-phenylpyridine